17-bromo-4,6,8,10,12,14-hexamethylheptadecylnonyloxymethyl ether BrCCCC(CC(CC(CC(CC(CC(CCCC(OCCCCCCCCC)OC(CCCC(CC(CC(CC(CC(CC(CCCBr)C)C)C)C)C)C)OCCCCCCCCC)C)C)C)C)C)C